acetoxyphenylacetonitrile C(C)(=O)OC(C#N)C1=CC=CC=C1